NC1C(C(CC1)N)OC1C(CCC1N)N 1,3-diaminocyclopent-2-ylether